1-bromo-3-(bromomethyl)-2-(trifluoromethyl)benzene BrC1=C(C(=CC=C1)CBr)C(F)(F)F